ClC1=CC(=C(C=C1)C1=CC(=NC(=C1)C1CC1)C=1OC2=C(N1)C=C(C=C2F)CO)C2=NN=CN2C (2-{4-[4-chloro-2-(4-methyl-1,2,4-triazol-3-yl)phenyl]-6-cyclopropylpyridin-2-yl}-7-fluoro-1,3-benzoxazol-5-yl)methanol